methyl 2-[4-(2-benzyloxy-2-oxo-ethyl)-5-fluoro-2-methoxy-phenyl]propanoate C(C1=CC=CC=C1)OC(CC1=CC(=C(C=C1F)C(C(=O)OC)C)OC)=O